N-(2-methylpyridin-4-yl)-4-(tributylstannyl)pyrimidin-2-amine CC1=NC=CC(=C1)NC1=NC=CC(=N1)[Sn](CCCC)(CCCC)CCCC